ClCC1=NC2=C(N1)C=C(C=C2)C 2-(chloromethyl)-6-methyl-1H-benzimidazole